Phenyl (E)-3-(1-(3,5-bis(trifluoromethyl)benzyl)-1H-pyrrolo[2,3-b]pyridine-3-yl)-2-cyanoacrylate FC(C=1C=C(CN2C=C(C=3C2=NC=CC3)/C=C(/C(=O)OC3=CC=CC=C3)\C#N)C=C(C1)C(F)(F)F)(F)F